COC1=C2C=CC=NC2=C(C=C1)S(=O)(=O)NC1=C(C=CC=C1)C#CC=1C=CC=NC1 5-{2-[2-(5-Methoxychinolin-8-sulfonamido)phenyl]ethynyl}pyridin